IC=1C=CC2=C(OC3=C2C=CC=C3I)C1 3,6-diiododibenzofuran